5-[4-(azetidin-3-yl)-1-piperidyl]-2-(2,6-dioxo-3-piperidyl)isoindoline-1,3-dione N1CC(C1)C1CCN(CC1)C=1C=C2C(N(C(C2=CC1)=O)C1C(NC(CC1)=O)=O)=O